ClC1=C(C=C(N=N1)N[C@H]1CN(CCC1)CC(=O)OC(C)(C)C)C tert-butyl 2-[(3R)-3-[(6-chloro-5-methylpyridazin-3-yl)amino]piperidin-1-yl]acetate